C(C)(C)(C)OC(=O)N(CCOC=1C=C(C=C(C1)C#N)N(C(=O)C=1C=C(N(C1C)C)C1=C(C(=O)OC(C)(C)C)C=CC(=C1)Cl)C1=CC=C(C=C1)OCC=C)C tert-butyl 2-(4-{(3-{2-[(tert-butoxycarbonyl) (methyl) amino] ethoxy}-5-cyanophenyl) [4-(prop-2-en-1-yloxy) phenyl] carbamoyl}-1,5-dimethyl-1H-pyrrol-2-yl)-4-chlorobenzoate